CN1C(=NC(=C1)C(F)(F)F)C1=CC(=C(C=C1)CO)CC(F)(F)F [4-[1-methyl-4-(trifluoromethyl)imidazol-2-yl]-2-(2,2,2-trifluoroethyl)phenyl]methanol